isopropyl-N-(2-((4-(3-(1-methyl-1H-pyrazol-3-yl)phenyl)thiazol-2-yl)amino)-2-oxoethyl)-1H-pyrrole-3-carboxamide C(C)(C)N1C=C(C=C1)C(=O)NCC(=O)NC=1SC=C(N1)C1=CC(=CC=C1)C1=NN(C=C1)C